8-(4-(difluoromethoxy)phenyl)-2-(ethylamino)-6-(2-methyl-2H-indazol-5-yl)pyrido[4,3-d]pyrimidin-7(6H)-one FC(OC1=CC=C(C=C1)C=1C(N(C=C2C1N=C(N=C2)NCC)C2=CC1=CN(N=C1C=C2)C)=O)F